BrC1=C(C=C(C=C1)NC(C)=O)CN(C)C N-(4-bromo-3-((Dimethylamino)methyl)phenyl)acetamide